methyl 5-[3-(2-fluoro-4-iodo-phenoxy)propyl]-2-(5-trimethylsilylpent-4-ynylamino)thiazole-4-carboxylate FC1=C(OCCCC2=C(N=C(S2)NCCCC#C[Si](C)(C)C)C(=O)OC)C=CC(=C1)I